4-[3-[2,6-Dichloro-4-[4-(2,2,2-trifluoroethyl)piperazin-1-yl]benzoyl]-2,4-dihydro-1,3-benzoxazin-8-yl]-5-fluoro-2-(3-oxa-8-azabicyclo[3.2.1]octan-8-yl)benzoic acid ClC1=C(C(=O)N2COC3=C(C2)C=CC=C3C3=CC(=C(C(=O)O)C=C3F)N3C2COCC3CC2)C(=CC(=C1)N1CCN(CC1)CC(F)(F)F)Cl